ethylidene diisocyanate C(C)(N=C=O)N=C=O